tert-butyl N-{3-[bis(2-hydroxydecyl)amino]propyl}carbamate OC(CN(CCCNC(OC(C)(C)C)=O)CC(CCCCCCCC)O)CCCCCCCC